(S)-1-(prop-2-yn-1-yl)pyrrolidine-3-carbonitrile C(C#C)N1C[C@H](CC1)C#N